C(C)(C)(C)OC(=O)C1=CC=CC2=CC=CC(=C12)N t-butyl-8-amino-naphthalene-1-carboxylate